FC=1C=C2C(=C(NC2=C(C1)F)C1=CC=C(C=C1)F)CCN[C@H]1CNC[C@H]1O (3S,4R)-3-((2-(5,7-difluoro-2-(4-fluorophenyl)-1H-indol-3-yl)ethyl)amino)-4-hydroxypyrrolidin